C(\C=C/CCCCCCCCCCCCCC)(C(=O)O)C(=O)O cis-2-heptadecene-1,1-dicarboxylic acid